N4,N4''-bis(3,5-bis(trifluoromethyl)phenyl)-N4,N4''-bis(naphthalen-2-yl)-[1,1':4',1''-terphenyl]-4,4''-diamine FC(C=1C=C(C=C(C1)C(F)(F)F)N(C1=CC=C(C=C1)C1=CC=C(C=C1)C1=CC=C(C=C1)N(C1=CC2=CC=CC=C2C=C1)C1=CC(=CC(=C1)C(F)(F)F)C(F)(F)F)C1=CC2=CC=CC=C2C=C1)(F)F